(4S)-1-[(1S,3S)-4,4-difluoro-3-methoxycyclohexyl]-5,5-difluoro-3-(trifluoromethyl)-1H,4H,5H,6H-cyclopenta[c]pyrazol-4-ol FC1([C@H](C[C@H](CC1)N1N=C(C2=C1CC([C@H]2O)(F)F)C(F)(F)F)OC)F